C(C1=CC=C(C=C1)NC(=O)C1CCCCC1)C1=CC=C(C=C1)NC(=O)C1CCCCC1 N,N'-[methylenebis(4,1-phenylene)]bis[cyclohexanecarboxamide]